OCCCCN(CCCCCC)CCCCCCO[Si](OC(OCCCCCCCCCCCC)CCC)(C)C 7-(4-Hydroxybutyl)-15,15-dimethyl-17-propyl-14,16,18-trioxa-7-aza-15-silatriacontane